N-(3-(6-oxa-3-azabicyclo[3.1.1]heptan-3-yl)-1-(6-(1,1-difluoroethyl)pyrazin-2-yl)-1H-pyrazolo[4,3-c]pyridin-6-yl)acetamide C12CN(CC(O1)C2)C2=NN(C1=C2C=NC(=C1)NC(C)=O)C1=NC(=CN=C1)C(C)(F)F